C(C)(C)(C)OC(=O)NC1(CC2=CC(=CC=C2CC1)OC1=CC=2CCCCC2C=C1)C(=O)OC methyl 2-((tert-butoxycarbonyl) amino)-7-((5,6,7,8-tetrahydronaphthalen-2-yl) oxy)-1,2,3,4-tetrahydronaphthalen-2-carboxylate